ClC1=C2COC(C2=CC=C1)CN (4-chloro-1,3-dihydroisobenzofuran-1-yl)methanamine